N[C@H](C(=O)OC)CC1CCCCC1 methyl (S)-2-amino-3-cyclohexylpropionate